COC1CCN(CC1)C1=CC=C(C=C1)C=1C(=NC2=CC(=CC(=C2C1)C(C)=O)C)C=1C=NOC1C 1-(3-(4-(4-methoxypiperidin-1-yl)phenyl)-7-methyl-2-(5-methylisoxazol-4-yl)quinolin-5-yl)ethan-1-one